[N+](=[N-])=C1C(N(C2=CC=CC=C12)C)=NS(=O)(=O)C1=CC=C(C=C1)C N-(3-diazo-1-methylindoline-2-ylidene)4-methylbenzenesulfonamide